2-(2-((3r,4r)-3-amino-4-fluoropiperidin-1-yl)-5,6-difluoro-1H-benzo[d]imidazol-1-yl)acetic acid N[C@@H]1CN(CC[C@H]1F)C1=NC2=C(N1CC(=O)O)C=C(C(=C2)F)F